(1H-indol-3-yl)-4-(piperidine-1-carbonyl)isoindoline-2-carboxamide diglycidyl-4,5-epoxyhexane-1,2-dicarboxylate C(C1CO1)OC(=O)CC(CC1C(C)O1)C(=O)OCC1CO1.N1C=C(C2=CC=CC=C12)C1N(CC2=C(C=CC=C12)C(=O)N1CCCCC1)C(=O)N